isopropyl ((((2R,3S,4S,5R)-5-(4-amino-5-fluoro-2-oxopyrimidin-1(2H)-yl)-2-(chloromethyl)-3,4-dihydroxytetrahydrofuran-2-yl) methoxy) (phenoxy)phosphoryl)-L-alaninate NC1=NC(N(C=C1F)[C@H]1[C@H]([C@@H]([C@@](O1)(CCl)COP(=O)(OC1=CC=CC=C1)N[C@@H](C)C(=O)OC(C)C)O)O)=O